C(\C=C/CC)O (Z)-2-pentene-1-ol